3-(5-(((1R,2S)-2-(((1-methyl-1H-pyrazol-5-yl)methyl)amino)cyclohexyl)methyl)-1-oxoisoindolin-2-yl)piperidine-2,6-dione CN1N=CC=C1CN[C@@H]1[C@H](CCCC1)CC=1C=C2CN(C(C2=CC1)=O)C1C(NC(CC1)=O)=O